FC(C1=CC=C(C(=O)CCC(=O)O)C=C1)(F)F 3-(4-trifluoromethylbenzoyl)propionic acid